O[C@H](C(=O)O)CC(C)C L-α-hydroxyisocaproic Acid